C1(CC1)N(C(OC(C)(C)C)=O)C1CCN(CC1)C=1C2=CN(N=C2C(=CC1)C(NC1=CC2=CN(N=C2C(=C1)CNC1=NC=CC=N1)C)=O)C tert-butyl N-cyclopropyl-N-[1-[2-methyl-7-[[2-methyl-7-[(pyrimidin-2-ylamino)methyl]indazol-5-yl]carbamoyl]indazol-4-yl]-4-piperidyl]carbamate